FC1([C@@H]([C@H](CCC1)N1[C@@H](CN(CC1)C(C)C)C)NC(=O)N1CCC(CC1)(C)C1=NOC(=N1)[C@H]1[C@H](C1)F)F N-{(1R,6S)-2,2-difluoro-6-[(2R)-2-methyl-4-(propan-2-yl)piperazin-1-yl]cyclohexyl}-4-{5-[(1S,2S)-2-fluorocyclopropyl]-1,2,4-oxadiazol-3-yl}-4-methylpiperidine-1-carboxamide